3'-Deoxy-3'-(1,2,3-triazol-1-yl)thymidine N1(N=NC=C1)[C@H]1C[C@@H](O[C@@H]1CO)N1C(=O)NC(=O)C(C)=C1